2,6-diamino-4,8-dipiperidino-pyrimido[5,4-d]pyrimidine NC=1N=C(C2=C(N1)C(=NC(=N2)N)N2CCCCC2)N2CCCCC2